BrC1=CC2=C(N=CN2)C=C1OC1COC1 5-bromo-6-(oxetan-3-yloxy)benzimidazole